C(C)(C)(C)OC(=O)N[C@H](C(=O)O)C1CCC(CC1)C(F)(F)F (S)-2-((tert-butoxycarbonyl)amino)-2-((1r,4S)-4-(trifluoromethyl)cyclohexyl)acetic acid